6-(1-fluoro-3-methoxycyclobutyl)quinoline-4-carboxylic acid FC1(CC(C1)OC)C=1C=C2C(=CC=NC2=CC1)C(=O)O